tetrazapentacyclo[19.3.1.16,9.116,19.02,7]heptacosa-1(25),2,4,6(27),7,21,23-heptaen C1=2C3=NN=NC=4C3=NC(CCCCCCC3CCC(CC(=CC=C1)C2)C3)C4